C1(CCC1)N1C(=NN=C1)C=1C(=NC=CC1)N (4-cyclobutyl-4H-1,2,4-triazol-3-yl)pyridin-2-amine